Cl[Ir](C1(C(=C(C(=C1C)C)C)C)C)(Cl)(Cl)(Cl)Cl pentachloropentamethyl-cyclopentadienyl-iridium